(R)-3-(3-chloro-4-fluorophenyl)-1-(1-(6,7-difluoro-2-methyl-1-oxo-1,2-dihydroisoquinolin-4-yl)ethyl)-1-isobutyl-urea ClC=1C=C(C=CC1F)NC(N(CC(C)C)[C@H](C)C1=CN(C(C2=CC(=C(C=C12)F)F)=O)C)=O